OC1=CC=C(C=C2C(NC(N(C2=O)C2=CC=C(C=C2)OC)=O)=O)C=C1 5-(4-Hydroxybenzylidene)-1-(4-methoxyphenyl)pyrimidine-2,4,6(1H,3H,5H)-trione